3-aminopropyl-dimethyldimethoxysilane NCCCCO[Si](OC)(C)C